(R)-4-((7-(6-amino-3-fluoro-4-methylpyridin-2-yl)-6-chloro-4-(piperazin-1-yl)quinazolin-2-yl)amino)-3-fluoro-2-methylbutan-2-ol NC1=CC(=C(C(=N1)C1=C(C=C2C(=NC(=NC2=C1)NC[C@H](C(C)(O)C)F)N1CCNCC1)Cl)F)C